4-chloro-3-(4,4,5,5-tetramethyl-1,3,2-dioxaborolan-2-yl)pyridine ClC1=C(C=NC=C1)B1OC(C(O1)(C)C)(C)C